(2R,3S,4S)-4-hydroxy-2-[(4-methoxyphenyl)methyl]pyrrolidin-3-yl N-[(5-chlorothiophen-2-yl)methyl]carbamate ClC1=CC=C(S1)CNC(O[C@H]1[C@H](NC[C@@H]1O)CC1=CC=C(C=C1)OC)=O